FC=1C=C(C=CC1B1OC(C(O1)(C)C)(C)C)C(=O)N1CC2(COC2)C1 (3-fluoro-4-(4,4,5,5-tetramethyl-1,3,2-dioxaborolan-2-yl)phenyl)(2-oxa-6-azaspiro[3.3]heptan-6-yl)methanone